OC(C)OC(C=C)=O acrylic acid-alpha-hydroxyethyl ester